C(#N)C1(N(CCC2=CC=CC=C12)C)C1=CC=C(C=C1)OC 1-cyano-2-methyl-1-(4-methoxyphenyl)-1,2,3,4-tetrahydroisoquinoline